BrC1=CC=CC(=N1)NC(=O)[C@H]1N(C2CC2(C1)CNC([C@H](C(C)C)NC(=O)OC)=O)C(=O)OC(C)(C)C (3S)-tert-Butyl 3-(6-bromopyridin-2-ylcarbamoyl)-5-(((S)-2-(methoxycarbonylamino)-3-methylbutanamido)methyl)-2-azabicyclo[3.1.0]hexane-2-carboxylate